Dimethyl phosphoramidite chloride [Cl-].P(OC)(OC)N